6-{benzyl[3-(benzyloxy)cyclohexyl]amino}imidazo[1,2-a]pyridine-3-carboxylic acid C(C1=CC=CC=C1)N(C=1C=CC=2N(C1)C(=CN2)C(=O)O)C2CC(CCC2)OCC2=CC=CC=C2